(difluoromethyl)-1-methyl-1H-pyrazol-4-carboxamid FC(F)C1=NN(C=C1C(=O)N)C